CC=1C(NCC1)=O 3-methyl-1,5-dihydro-2H-pyrrol-2-one